N1(CCC1)C(=O)C1=CC(=NN1C1=CC=C(C=C1)CNC1=NC(=NC=C1N)Cl)C(F)(F)F N4-([4-[5-(azetidine-1-carbonyl)-3-(trifluoromethyl)pyrazol-1-yl]phenyl]methyl)-2-chloropyrimidine-4,5-diamine